[N+](=O)([O-])C=1C=C2CNCC2=CC1 5-nitro-2,3-dihydro-1H-isoindole